3-((2,3-dihydroxybenzylidene)amino)-coumarin OC1=C(C=NC=2C(OC3=CC=CC=C3C2)=O)C=CC=C1O